[8-(1-octylnonoxy)-8-oxo-octyl](2S,4R)-4-hydroxypyrrolidine-2-carboxylate C(CCCCCCC)C(CCCCCCCC)OC(CCCCCCCOC(=O)[C@H]1NC[C@@H](C1)O)=O